N-(5-(2-(2,2-dimethylpyrrolidin-1-yl)acetamido)-2-methylpyridin-3-yl)-6-(isothiazol-4-yl)pyrazolo[1,5-a]pyrazine-3-carboxamide CC1(N(CCC1)CC(=O)NC=1C=C(C(=NC1)C)NC(=O)C=1C=NN2C1C=NC(=C2)C=2C=NSC2)C